FC(OC1=CC=C(C=C1)[C@H](C)N)(F)F (1S)-1-[4-(Trifluoromethoxy)phenyl]ethylamine